C(C(C)C)NC=1C2=C(N=C(N1)NC1=C(C=C(C=C1)S(=O)(=O)N1CCC(CC1)N1CCOCC1)OC)NC=C2 N4-isobutyl-N2-(2-methoxy-4-((4-morpholinopiperidin-1-yl)sulfonyl)phenyl)-7H-pyrrolo[2,3-d]pyrimidine-2,4-diamine